(4R,5S,6R)-4-methyl-6-((R)-1-(2-(methylamino)acetamido)ethyl)-7-oxo-3-(((2S,4S)-4-(sulfamoylamino)pyrrolidin-2-yl)methylthio)-1-azabicyclo[3.2.0]hept-2-ene-2-carboxylic acid C[C@H]1C(=C(N2C([C@@H]([C@@H]12)[C@@H](C)NC(CNC)=O)=O)C(=O)O)SC[C@H]1NC[C@H](C1)NS(N)(=O)=O